F[C@H]1CNC[C@]12CN=C(O2)N2[C@H](C1=CC=CC=C1CC2)C2=CC=C(C=C2)F (5S,9S)-9-fluoro-2-((S)-1-(4-fluorophenyl)-3,4-dihydroisoquinolin-2(1H)-yl)-1-oxa-3,7-diazaspiro[4.4]non-2-ene